12-(cuban-1-yl)-N-((2S,3S,4R)-3,4-dihydroxy-1-(((2S,3R,4S,5R,6R)-3,4,5-trihydroxy-6-(hydroxymethyl)tetrahydro-2H-pyran-2-yl)oxy)octadecan-2-yl)dodecanamide C12(C3C4C5C3C1C5C24)CCCCCCCCCCCC(=O)N[C@@H](CO[C@H]2O[C@@H]([C@@H]([C@@H]([C@H]2O)O)O)CO)[C@@H]([C@@H](CCCCCCCCCCCCCC)O)O